Cl.Cl.Cl.NCC1=CC(=CC(=C1)CN)CN 1,3,5-tri(aminomethyl)benzene tri-hydrochloride